tert-butyl 3-(4-((3-chloro-2-fluorophenyl)amino)pyrido[3,2-d]pyrimidin-6-yl)tetrahydropyrimidine-1(2H)-carboxylate ClC=1C(=C(C=CC1)NC=1C2=C(N=CN1)C=CC(=N2)N2CN(CCC2)C(=O)OC(C)(C)C)F